(2R,3R,11bR)-9-(2,2-difluoropropoxy)-3-(2,2-dimethylpropyl)-10-methoxy-1H,2H,3H,4H,6H,7H,11bH-pyrido[2,1-a]isoquinolin-2-ol FC(COC=1C=C2CCN3[C@@H](C2=CC1OC)C[C@H]([C@@H](C3)CC(C)(C)C)O)(C)F